BrC=1C=C2C(=NNC2=CC1)C(C)=O 1-(5-bromo-1H-indazol-3-yl)ethanone